FC=1C(=NC(=C(C(=O)N2[C@H](CN(CC2)C(=O)OC(C)(C)C)C)C1)NC=1C(=NC=CC1C)C(C)C)C1=C(C=CC=C1O)F Tert-butyl (3S)-4-(5-fluoro-6-(2-fluoro-6-hydroxyphenyl)-2-((2-isopropyl-4-methylpyridin-3-yl) amino) nicotinoyl)-3-methylpiperazine-1-carboxylate